tert-butyl (1-(4-(2,6-dioxopiperidin-3-yl)-3,5-difluorophenyl)azetidin-3-yl)carbamate O=C1NC(CCC1C1=C(C=C(C=C1F)N1CC(C1)NC(OC(C)(C)C)=O)F)=O